sodium (4R)-2-oxooxazolidin-4-carboxylate O=C1OC[C@@H](N1)C(=O)[O-].[Na+]